NCCCC(O[Si](C)(C)C(C)(C)C)(P(OCC)(OCC)=O)P(OCC)(OCC)=O tetraethyl (4-amino-1-((tert-butyldimethylsilyl)oxy)butane-1,1-diyl)bis(phosphonate)